ethyl 2-(2-(1-ethoxyvinyl)-4-isopropyl-7-oxothiazolo[4,5-d]pyridazin-6(7H)-yl)acetate C(C)OC(=C)C=1SC2=C(C(=NN(C2=O)CC(=O)OCC)C(C)C)N1